(S)-2-amino-1-(6,7-dichloro-4-(dimethylamino)-8-methoxy-1-methyl-1,3-dihydro-2H-pyrrolo[3,4-c]quinolin-2-yl)ethan-1-one NCC(=O)N1CC=2C(=NC=3C(=C(C(=CC3C2[C@@H]1C)OC)Cl)Cl)N(C)C